NC1=C(C=C(N=N1)C1=C(C=CC=C1)O)N1CC2CCC(C1)N2C2=CC(=NC=C2)C#CCN2[C@@H](COCC2)CC 2-[6-amino-5-[8-[2-[3-[(3R)-3-ethylmorpholin-4-yl]prop-1-ynyl]-4-pyridinyl]-3,8-diazabicyclo[3.2.1]oct-3-yl]pyridazin-3-yl]phenol